C(=O)=C(C(=O)[Si](OC1=CC(=C(C=C1)C#N)C#N)(OC1=CC(=C(C=C1)C#N)C#N)Cl)CC=C=O dicarbonyl-butyryl-chloro-bis(3,4-dicyanophenoxy)silane